ClC1=C(CN2CC3(CC2)CCN(CC3)C(=O)N3N=C(C=C3)C(=O)O)C=C(C=C1Cl)Cl 1-(2-(2,3,5-trichlorobenzyl)-2,8-diazaspiro[4.5]decane-8-carbonyl)-1H-pyrazole-3-carboxylic acid